2-((1R,4S)-bicyclo[2.2.1]heptane-2-carbonyl)-N-(7-methoxy-1H-benzo[d]imidazol-2-yl)hydrazinecarbothioamide [C@@H]12C(C[C@@H](CC1)C2)C(=O)NNC(NC2=NC1=C(N2)C(=CC=C1)OC)=S